C=1(C(=CC=CC1)C(=O)SSC1=CC=CC=C1)C phenyl (2-toluoyl) disulfide